N-(4-(4-acetamidophenyl)thiazol-2-yl)-3-(indolin-1-ylsulfonyl)benzamide C(C)(=O)NC1=CC=C(C=C1)C=1N=C(SC1)NC(C1=CC(=CC=C1)S(=O)(=O)N1CCC2=CC=CC=C12)=O